1-(5-ethyl-3-methylpyridin-2-yl)piperazine C(C)C=1C=C(C(=NC1)N1CCNCC1)C